1-bromo-2-(bromomethyl)-3-methoxybenzene BrC1=C(C(=CC=C1)OC)CBr